4-(3-(Dimethylamino)pyrrolidin-1-yl)isoindolin CN(C1CN(CC1)C1=C2CNCC2=CC=C1)C